ClC=1C=C(C=CC1)/C=C/C(=O)C1=CC=CC=C1 (E)-3-(3-chlorophenyl)-1-phenylpropan-2-en-1-one